1-methylsulfanyl-2-propylamine CSCC(C)N